5-(5-((cyclohexyl(methyl)amino)methyl)-1H-tetrazol-1-yl)-1-methyl-2-oxo-1,2-dihydropyridine-3-carbonitrile C1(CCCCC1)N(C)CC1=NN=NN1C=1C=C(C(N(C1)C)=O)C#N